C(C)C(C(=O)O)OCCC.C(=O)(OC(C)(C)C)N[C@@H](CCC1=CC=CC=C1)C=O Boc-L-homophenylalaninealdehyde ethyl-propoxylacetate